((6-cyanopyridin-2-yl)amino)-4-((3-(5-fluoropyrimidin-2-yl)-2-methoxyphenyl)amino)-N-methylpyrimidine C(#N)C1=CC=CC(=N1)NC1N(C=CC(=N1)NC1=C(C(=CC=C1)C1=NC=C(C=N1)F)OC)C